C(#N)C1=CC=C(OC(C(=O)NC=2SC3=C(N2)C=C(C(=C3)OC)OC)C3=CC=C(C=C3)S(NCCN(C)C)(=O)=O)C=C1 2-(4-Cyano-phenoxy)-N-(5,6-dimethoxy-benzothiazol-2-yl)-2-[4-(2-dimethylamino-ethylsulfamoyl)-phenyl]-acetamide